N-(5-(2-(cyclopropylmethyl)-1-oxo-1,2-dihydroisoquinolin-7-yl)pyridin-2-yl)pentanamide C1(CC1)CN1C(C2=CC(=CC=C2C=C1)C=1C=CC(=NC1)NC(CCCC)=O)=O